CS(=O)(=O)C1=CC=C(C=C1)C(\C=C\C1=NC(=CC=C1)C1=CSC=C1)=O (E)-1-(4-(methylsulfonyl)phenyl)-3-(6-(thiophen-3-yl)pyridin-2-yl)prop-2-en-1-one